2-(2-Chlorophenyl)-N-{4-[1-(difluoromethyl)-1H-pyrazol-4-yl]-3-sulfamoylphenyl}acetamide ClC1=C(C=CC=C1)CC(=O)NC1=CC(=C(C=C1)C=1C=NN(C1)C(F)F)S(N)(=O)=O